F\C(=C/CN)\CS(=O)(=O)C1=C(C=CC=C1)C(C)C (Z)-3-fluoro-4-(2-isopropylphenylsulfonyl)but-2-en-1-amine